C(#N)C[C@@H]1N(CCN(C1)C1=NC(=NC2=C(C(=CC=C12)C1=C2C=NNC2=CC=C1C)F)OC[C@H]1N(CCC1)C)C(=O)OCC1=CC=CC=C1 benzyl (2S)-2-(cyanomethyl)-4-(8-fluoro-7-(5-methyl-1H-indazol-4-yl)-2-(((S)-1-methylpyrrolidin-2-yl)methoxy)quinazolin-4-yl)piperazine-1-carboxylate